8-fluoro-4-propylquinoline-2-carboxylic acid FC=1C=CC=C2C(=CC(=NC12)C(=O)O)CCC